(4-bromo-3-fluoro-5-methyl-phenyl)methanol BrC1=C(C=C(C=C1C)CO)F